tert-butyl-difluorosilane C(C)(C)(C)[SiH](F)F